tert-butyl (2'-chloro-[2,4'-bipyridin]-3'-yl)-carbamate ClC1=NC=CC(=C1NC(OC(C)(C)C)=O)C1=NC=CC=C1